CN(C=1SC=NN1)C1CC(NC(C1)(C)C)(C)C N-methyl-N-(2,2,6,6-tetramethylpiperidin-4-yl)-1,3,4-thiadiazol-2-amine